F[C@@H]1[C@@H](C1)C(=O)NC1=CC=C2C(=N1)N(C=C2C=2C=C1C(=NC2OC)N=CS1)COCC[Si](C)(C)C (1S,2S)-2-fluoro-N-(3-[5-methoxy-[1,3]thiazolo[4,5-b]pyridin-6-yl]-1-[[2-(trimethylsilyl)ethoxy]methyl]pyrrolo[2,3-b]pyridin-6-yl)cyclopropane-1-carboxamide